C(C)(=O)C1=NN(C2=CC=C(C=C12)C=1C=NC(=NC1)CC(=O)O)CC(=O)N1[C@@H](C[C@H](C1)F)C(NC1=NC(=CC=C1)Br)=O 2-(5-(3-acetyl-1-(2-((2S,4R)-2-((6-bromopyridin-2-yl)carbamoyl)-4-fluoropyrrolidin-1-yl)-2-oxoethyl)-1H-indazol-5-yl)pyrimidin-2-yl)acetic acid